tetra-fluoro-ethylene FC(=C(F)F)F